COC1=CC=C(C=C1)CNN (4-methoxyphenyl)methylhydrazine